3-(3-chloro-2-(2,6-difluorobenzyl)-7-oxo-2,4,5,7-tetrahydro-6H-pyrazolo[3,4-c]pyridin-6-yl)propionitrile ClC=1N(N=C2C(N(CCC21)CCC#N)=O)CC2=C(C=CC=C2F)F